FC=1C(=C(C=C(C1)C1=NOC(=N1)[C@@H]1[C@H](C1)F)NC(=O)C1=CN=C2N1C=CC(=C2)N2CCOCC2)C N-(3-fluoro-5-(5-((1r,2s)-2-fluorocyclopropyl)-1,2,4-oxadiazol-3-yl)-2-methylphenyl)-7-morpholinoimidazo[1,2-a]pyridine-3-carboxamide